CN(C)CC1=CN=C2N1C=C(C=C2)C2=C(OCCC=1C(=NN(C1C)C)C(C)=O)C=C(C=C2)F 1-(4-(2-(2-(3-((dimethylamino)methyl)imidazo[1,2-a]pyridin-6-yl)-5-fluorophenoxy)ethyl)-1,5-dimethyl-1H-pyrazol-3-yl)ethan-1-one